C(#N)C=1N=C(N(C1)COCC[Si](C)(C)C)C(=O)NC=1C=CC(=NC1C1=CCC(CC1)(C)C)C1CC2CCC(C1)N2C(=O)OC(C)(C)C tert-butyl 3-[5-[[4-cyano-1-(2-trimethylsilylethoxymethyl)imidazole-2-carbonyl]amino]-6-(4,4-dimethylcyclohexen-1-yl)-2-pyridyl]-8-azabicyclo[3.2.1]octane-8-carboxylate